methyl 2-(4-bromophenoxy)-3-hydroxypropionate BrC1=CC=C(OC(C(=O)OC)CO)C=C1